O[C@@H](C(=O)N1[C@@H]([C@H]2C([C@H]2C1)(C)C)C(=O)N[C@@H](C[C@H]1C(NCC1)=O)C(COC(F)(F)F)=O)C1=CC=CC=C1 (1R,2S,5S)-3-((R)-2-hydroxy-2-phenylacetyl)-6,6-dimethyl-N-((S)-3-oxo-1-((S)-2-oxopyrrolidin-3-yl)-4-(trifluoromethoxy)butan-2-yl)-3-azabicyclo[3.1.0]-hexane-2-carboxamide